N-((1S,4S,4aS)-7-hydroxy-5-methyl-6,8-dioxo-1-phenyl-1,2,3,4,4a,5,6,8-octahydrodipyrido[1,2-b:2',1'-f][1,2,4]triazin-4-yl)-N-methylacetamide OC=1C(C=CN2N3[C@H](N(C(C21)=O)C)[C@H](CC[C@H]3C3=CC=CC=C3)N(C(C)=O)C)=O